Methyl (2S,3R)-3-(4-cyano-1H-pyrazol-3-yl)-2-((((CIS)-4-phenylcyclohexyl)oxy)methyl)piperidine-1-carboxylate C(#N)C=1C(=NNC1)[C@H]1[C@H](N(CCC1)C(=O)OC)CO[C@@H]1CC[C@@H](CC1)C1=CC=CC=C1